FC=1C=C(C=CC1F)CC1CC2(CNC2)C1 6-[(3,4-difluorophenyl)methyl]-2-azaspiro[3.3]heptane